4-(benzyloxy)-7,8-dichloro-3-(methoxycarbonyl)isoquinoline 2-oxide C(C1=CC=CC=C1)OC1=C([N+](=CC2=C(C(=CC=C12)Cl)Cl)[O-])C(=O)OC